tert-butyl (1S,4S,5S)-4-((E)-2-((tert-butyloxycarbonyl)amino)-3-methoxy-3-oxopropene-1-yl)-2-azabicyclo[3.1.0]hexane-2-carboxylate C(C)(C)(C)OC(=O)N/C(=C/[C@H]1CN([C@H]2C[C@@H]12)C(=O)OC(C)(C)C)/C(=O)OC